Cl.Cl.N1(N=NC=C1)C[C@@H](C)N (R)-1-(1H-1,2,3-triazol-1-yl)propan-2-amine dihydrochloride